6-fluoro-4-methyl-1,3-dihydroquinoxalin-2-one FC=1C=C2N(CC(NC2=CC1)=O)C